[N+](=O)([O-])C1=CC=C(C=C1)N1CC2CNCC2C1 2-(4-Nitrophenyl)octahydropyrrolo[3,4-c]pyrrole